8-iodo-1,4,4,9-tetramethyl-4,5-dihydro-[1,2,4]triazolo[4,3-a]quinoxaline IC1=CC=C2NC(C=3N(C2=C1C)C(=NN3)C)(C)C